(Z)-5-((1H-pyrrolo[2,3-c]pyridin-3-yl)methylene)-3-isopropyl-2-thioxothiazolidin-4-one N1C=C(C=2C1=CN=CC2)\C=C/2\C(N(C(S2)=S)C(C)C)=O